((1R,2S)-2-fluorocyclopropyl)methyl (4-cyclobutyl-3-(3,3-difluorocyclobutyl)-1-methyl-1H-pyrazol-5-yl)carbamate C1(CCC1)C=1C(=NN(C1NC(OC[C@@H]1[C@H](C1)F)=O)C)C1CC(C1)(F)F